6-((2-((1H-pyrazol-3-yl)methyl)-4-methyl-5-oxo-4H-thiazolo[5',4':4,5]pyrrolo[2,3-d]pyridazin-6(5H)-yl)methyl)nicotinonitrile N1N=C(C=C1)CC=1SC2=C(N(C=3C(N(N=CC32)CC3=NC=C(C#N)C=C3)=O)C)N1